FC(C(=O)O)(F)F.C(C)(C)(C)NC(COC1=CC(=CC=C1)C1=NC2=CC=C(C(=C2C(=N1)NC=1C=NN(C1)C)C)OC)=O N-(tert-Butyl)-2-(3-(6-methoxy-5-methyl-4-((1-methyl-1H-pyrazol-4-yl)-amino)quinazolin-2-yl)phenoxy)acetamide Trifluoroacetic Acid Salt